5-(5-Chloro-2-isopropyl-4-methoxy-benzyl)-N2-ethyl-pyrimidine-2,4-diamine ClC=1C(=CC(=C(CC=2C(=NC(=NC2)NCC)N)C1)C(C)C)OC